2-[2-[2-cyclopropyl-6-[4-cyclopropyl-2-[(2-methoxyethylamino)methyl]-7-oxo-1H-pyrrolo[2,3-c]pyridin-6-yl]pyridin-4-yl]-5-fluorophenyl]-1-methylimidazole-4-carbonitrile C1(CC1)C1=NC(=CC(=C1)C1=C(C=C(C=C1)F)C=1N(C=C(N1)C#N)C)N1C(C2=C(C(=C1)C1CC1)C=C(N2)CNCCOC)=O